S1CC(C=C1)=O 2,3-dihydrothiophen-3-one